(2Z,2'E)-2,2'-(1-(pyridin-3-yl)ethane-1,2-diylidene)bis(N-methylhydrazine-1-carbothioamide) N1=CC(=CC=C1)\C(\C=N\NC(NC)=S)=N\NC(NC)=S